C(C)SC=1C2=CC=CC=C2C=C2C=CC=CC12 9-ethylthioanthracene